(S)-3-((S)-2-amino-3-oxo-4-((2-(trifluoromethyl)pyrimidin-4-yl)oxy)butyl)pyrrolidin-2-one N[C@@H](C[C@H]1C(NCC1)=O)C(COC1=NC(=NC=C1)C(F)(F)F)=O